N-(cyclohexyl)-N-(2,2-difluoro-3β,7β-dihydroxy-5β-cholan-24-oyl)-3-amino-propanesulfonic acid C1(CCCCC1)N(CCCS(=O)(=O)O)C(CC[C@@H](C)[C@H]1CC[C@H]2[C@@H]3[C@H](C[C@@H]4C[C@H](C(C[C@]4(C)[C@H]3CC[C@]12C)(F)F)O)O)=O